2-Bromo-4-ethyl-1,3-thiazole-5-carboxylic acid methyl ester COC(=O)C1=C(N=C(S1)Br)CC